C(#N)C1=CC=2N(N=C1)C(=CC2)C2=CC(=C(C=N2)C2=NN=C(S2)C2CCC(CC2)NC(=O)C2CC2)NC2CCOCC2 N-((1r,4r)-4-(5-(6-(3-cyanopyrrolo[1,2-b]pyridazin-7-yl)-4-((tetrahydro-2H-pyran-4-yl)amino)pyridin-3-yl)-1,3,4-thiadiazol-2-yl)cyclohexyl)cyclopropanecarboxamide